C(C)C=1C=NC2=CC=CN=C2C1 3-ethyl-1,5-naphthyridine